CC12CCCC(OC1)(O2)C 1,5-dimethyl-6,8-dioxabicyclo[3.2.1]octane